5-((2-(4-((3-cyano-4-cyclobutoxybenzyl)amino)butoxy)ethyl)amino)benzo[c][2,6]naphthyridine-8-carboxamide C(#N)C=1C=C(CNCCCCOCCNC2=NC3=C(C4=CN=CC=C24)C=CC(=C3)C(=O)N)C=CC1OC1CCC1